NC1=CC=C(C=C1)C1=CC(=CC(=C1)C1=CC=C(C=C1)N)C1=CC=C(C=C1)N 1,3,5-tris(4-aminophenyl)-benzene